1,4-bis[(3-ethyl-3-oxetanyl)methoxy]benzene C(C)C1(COC1)COC1=CC=C(C=C1)OCC1(COC1)CC